5,5-dideutero-1,4-oxaazepane hydrochloride Cl.[2H]C1(NCCOCC1)[2H]